FC(C(=O)N1CC2=CC(=C(C=C2CC1)OC)[N+](=O)[O-])(F)F 2,2,2-trifluoro-1-(6-methoxy-7-nitro-3,4-dihydroisoquinolin-2(1H)-yl)ethan-1-one